ClCC/C(=C(\C1=CC=CC=C1)/C1=CC=C(OCCOCCO)C=C1)/C1=CC=CC=C1 2-{4-[(1Z)-4-chloro-1,2-diphenyl-but-1-en-1-yl]phenoxyethoxy}ethan-1-ol